N[C@@H]1CC[C@H](CC1)OC1=CC=C2C(CC(C=3C(=NC=NC23)N)(C)C)=C1N(CC=1C=NC=CC1)C 8-(trans-4-aminocyclohexoxy)-N7,5,5-trimethyl-N7-(3-pyridylmethyl)-6H-benzo[h]quinazoline-4,7-diamine